((4-((5-chloropyridin-2-yl)oxy)-3-methylphenyl)carbamoyl)-3-methoxy-1-methylcyclobutane-1-carboxamide ClC=1C=CC(=NC1)OC1=C(C=C(C=C1)NC(=O)C1C(CC1OC)(C(=O)N)C)C